(1r,3r)-3-methoxy-3-(methoxycarbonyl)cyclobutyl 4-nitrobenzoate [N+](=O)([O-])C1=CC=C(C(=O)OC2CC(C2)(C(=O)OC)OC)C=C1